FC(C(C(F)(F)F)(C1=CC(=C(C(=C1)CO)O)CO)C1=CC(=C(C(=C1)CO)O)CO)(F)F 4,4'-(1,1,1,3,3,3-hexafluoropropane-2,2-diyl)bis[2,6-bis(hydroxymethyl)phenol]